ClC1=C(C=CC(=C1)OCC=1C(=NOC1C1CC1)C1=C(C=CC=C1Cl)Cl)C#CC=1C=C(C(=O)OC)C=C(C1)C(C)C methyl 3-((2-chloro-4-((5-cyclopropyl-3-(2,6-dichlorophenyl) isoxazol-4-yl) methoxy) phenyl) ethynyl)-5-isopropylbenzoate